3-(Difluoromethoxy)-5-(methoxycarbonyl)benzoic acid FC(OC=1C=C(C(=O)O)C=C(C1)C(=O)OC)F